ClC1=CC(=C(COC=2C=C(C=CC2)C2=CC(=C(C=C2)CC2=NC3=C(N2CC2OCCC2)C=C(C=C3)C(=O)O)F)C=C1)F 2-((3'-(4-chloro-2-fluorobenzyloxy)-3-fluorobiphenyl-4-yl)methyl)-1-((tetrahydrofuran-2-yl)methyl)-1H-benzo[d]imidazole-6-carboxylic acid